COCCN1[C@@H](CN(CC1)C1=CC(=NC=C1)NC=1SC2=NC(=CC=C2N1)C=1C=NNC1C)C (R)-N-(4-(4-(2-methoxyethyl)-3-methylpiperazin-1-yl)pyridin-2-yl)-5-(5-methyl-1H-pyrazol-4-yl)thiazolo[5,4-b]pyridin-2-amine